3-((5-(5-(tert-butylsulfonyl)pyrazolo[1,5-a]pyridin-3-yl)-6-fluoropyridin-2-yl)amino)propan-1-ol C(C)(C)(C)S(=O)(=O)C1=CC=2N(C=C1)N=CC2C=2C=CC(=NC2F)NCCCO